3-bromo-5-(4-(trifluoromethyl)phenethoxy)pyridine BrC=1C=NC=C(C1)OCCC1=CC=C(C=C1)C(F)(F)F